4-(bromomethyl)-3-fluoro-N-methylbenzamide BrCC1=C(C=C(C(=O)NC)C=C1)F